BrCCN(C)C 2-bromoethyldimethylamine